di-n-butyl sulfide CCCCSCCCC